5-bromoisatin BrC=1C=C2C(C(NC2=CC1)=O)=O